F[C@@H]1CN(CC[C@@H]1OC)C1=NC=CC(=N1)N 2-((3R,4S)-3-fluoro-4-methoxypiperidin-1-yl)pyrimidin-4-amine